3-(3-((4-methyl-2,2-dioxido-1,3-dihydrobenzo[c]thiophen-5-yl)amino)-1H-pyrazol-5-yl)cyclopentyl isopropylcarbamate C(C)(C)NC(OC1CC(CC1)C1=CC(=NN1)NC1=C(C2=C(CS(C2)(=O)=O)C=C1)C)=O